2,6-bis(2,4-dipentyloxyphenyl)-4-(4-bis(4-methylphenyl)aminophenyl)pyridine C(CCCC)OC1=C(C=CC(=C1)OCCCCC)C1=NC(=CC(=C1)C1=CC=C(C=C1)N(C1=CC=C(C=C1)C)C1=CC=C(C=C1)C)C1=C(C=C(C=C1)OCCCCC)OCCCCC